FC(C1=C(C=CC(=C1)C(F)(F)F)C1C(NC2=C(CC1)C=C(C(=C2)F)F)=O)(F)F 3-[2,4-bis(trifluoromethyl)phenyl]-7,8-difluoro-2,3,4,5-tetrahydro-1H-1-benzazepin-2-one